FC=1C(=NC=CC1)C(C)N(C(C(=O)O)=O)CC1=CC2=C(N(N=N2)C)C=C1 2-((1-(3-fluoropyridin-2-yl)ethyl)((1-methyl-1H-benzo[d][1,2,3]triazol-5-yl)methyl)amino)-2-oxoacetic acid